N-{[6-(1-benzofuran-5-yl)-5-chloro-2-indolyl]methyl}acetamide O1C=CC2=C1C=CC(=C2)C2=C(C=C1C=C(NC1=C2)CNC(C)=O)Cl